beta-octyloxy-5,6alpha-epoxycholestane CC(CCCCCC)OCC(C)CCC[C@@H](C)[C@H]1CC[C@H]2[C@@H]3C[C@H]4C5(CCCC[C@]5(C)[C@H]3CC[C@]12C)O4